F[C@H]1[C@H](C1)C(=O)NC1=CC(=NC=N1)C1=NC=NC=C1NC=1C=NC(=CC1C)[C@H](CC)O (1R,2R)-2-fluoro-N-[5'-({6-[(1S)-1-hydroxypropyl]-4-methylpyridin-3-yl}amino)-[4,4'-bipyrimidin]-6-yl]cyclopropane-1-carboxamide